BrC1=C(C=O)C=C(C(=C1)OC)O 2-bromo-5-hydroxy-4-methoxy-benzaldehyde